4-[5-fluoro-3-({3-fluoro-5-[methyl(methylimino)oxo-λ6-sulfanyl]phenyl}methoxy)pyridin-2-yl]-5-methylthiophene-2-carboxylic acid FC=1C=C(C(=NC1)C=1C=C(SC1C)C(=O)O)OCC1=CC(=CC(=C1)S(=O)(=NC)C)F